ClC=1C=C(NC2(CCC3(C(CC4=CC=CC=C34)CC(CO[Si](C(C)C)(C(C)C)C(C)C)F)CC2)C(=O)OC)C=CC1 methyl (1r,4r)-4-(3-Chloroanilino)-2'-(2-fluoro-3-{[tris(prop-2-yl) silanyl] oxy} propyl)-2',3'-dihydrospiro[cyclohexane-1,1'-indene]-4-carboxylate